ClC1=C(C=CC=C1C)NC(=S)C=1C(NCCC1NCC1=C(C=NC=C1)OCC1(COC1)CC)=O N-(2-chloro-3-methylphenyl)-4-[({3-[(3-ethyloxetan-3-yl)methoxy]pyridin-4-yl}methyl)amino]-2-oxo-1,2,5,6-tetrahydropyridine-3-carbothioamide